[NH4+].[Cl-].C(C1=CC=CC=C1)[N+](C)(C)C.[Cl-] benzyltrimethylammonium chloride ammonium